C(CCCC)OC([C@H](N)CC(=O)OCCCCC)=O D-aspartic acid diamyl ester